O.C(C)O[Si](OCC)(OCC)OCC tetraethoxysilane hydrate